N-benzyl-N-(bis(4-(tributylsilyl)phenyl)phosphaneyl)-1-(dibenzo[b,d]furan-4-yl)-1-(4-(tributylsilyl)phenyl)phosphanamine C(C1=CC=CC=C1)N(P(C1=CC=C(C=C1)[Si](CCCC)(CCCC)CCCC)C1=CC=CC2=C1OC1=C2C=CC=C1)P(C1=CC=C(C=C1)[Si](CCCC)(CCCC)CCCC)C1=CC=C(C=C1)[Si](CCCC)(CCCC)CCCC